BrC1=CNC=2N=CN=C(C21)N2C[C@H](N(CC2)C(=O)OC(C)(C)C)C tert-Butyl (R)-4-(5-bromo-7H-pyrrolo[2,3-d]pyrimidin-4-yl)-2-methylpiperazine-1-carboxylate